ethyl 6-bromo-4,8-dichloroquinoline-3-carboxylate BrC=1C=C2C(=C(C=NC2=C(C1)Cl)C(=O)OCC)Cl